FC(C1=CC(=CC=2N1N=CN2)C)C2=CC=C(C=C2)OC(F)(F)F 5-[fluoro-[4-(trifluoromethoxy)phenyl]methyl]-7-methyl-[1,2,4]triazolo[1,5-a]pyridine